2-[2-[3-(hydroxymethyl)-1-bicyclo[1.1.1]pentanyl]pyrazolo[3,4-b]pyrazin-6-yl]-3-methyl-5-(trifluoromethyl)phenol OCC12CC(C1)(C2)N2N=C1N=C(C=NC1=C2)C2=C(C=C(C=C2C)C(F)(F)F)O